2,4-bis(benzyloxy)benzaldehyde C(C1=CC=CC=C1)OC1=C(C=O)C=CC(=C1)OCC1=CC=CC=C1